C[Si](CCOC(NC1(CC1)CO)=O)(C)C (1-hydroxymethyl-cyclopropyl)-carbamic acid 2-trimethylsilanyl-ethyl ester